C(C)(C)(C)OC(=O)N([C@H](C(C(C(=O)OCC)(F)F)O)CC1=CC(=CC=C1)Cl)CC1=CC=C(C=C1)OC ethyl (4S)-4-((tert-butoxycarbonyl)(4-methoxybenzyl)amino)-5-(3-chlorophenyl)-2,2-difluoro-3-hydroxypentanoate